2-(5-bromo-3-ethylsulfonyl-2-pyridinyl)-5-(trifluoromethylsulfanyl)-1,3-benzoxazole BrC=1C=C(C(=NC1)C=1OC2=C(N1)C=C(C=C2)SC(F)(F)F)S(=O)(=O)CC